Allyl N-allyl-N-[2-amino-2-[4-[2-[tert-butyl(diphenyl)silyl]oxy-1-hydroxy-ethyl]thiazol-2-yl]ethyl]carbamate C(C=C)N(C(OCC=C)=O)CC(C=1SC=C(N1)C(CO[Si](C1=CC=CC=C1)(C1=CC=CC=C1)C(C)(C)C)O)N